(R)-(3-(4-(5-(2,3-Dihydro-1H-inden-4-yl)-6-methoxy-1H-pyrazolo[4,3-b]pyridin-3-yl)-1H-pyrazol-1-yl)azetidin-1-yl)(1-methylazetidin-2-yl)methanone C1CCC2=C(C=CC=C12)C1=C(C=C2C(=N1)C(=NN2)C=2C=NN(C2)C2CN(C2)C(=O)[C@@H]2N(CC2)C)OC